NC1=CC=C(C(=O)N2CCC(CC2)C(=O)O)C=C1 1-(4-aminobenzoyl)piperidine-4-formic acid